3-(N-ALLYLAMINO)propyltrimethoxysilane C(C=C)NCCC[Si](OC)(OC)OC